ClC=1N=CC2=C(N1)N(C(=C2)I)S(=O)(=O)C2=CC=CC=C2 chloro-6-iodo-7-(phenylsulfonyl)-7H-pyrrolo[2,3-d]pyrimidine